2-fluoro-N-(4-methoxy-6-((3-(vinylsulfonamidomethyl)-1H-pyrazol-1-yl)methyl)benzo[d]isoxazol-3-yl)benzenesulfonamide FC1=C(C=CC=C1)S(=O)(=O)NC1=NOC2=C1C(=CC(=C2)CN2N=C(C=C2)CNS(=O)(=O)C=C)OC